C(C)OC(C)=O.C(#N)NO cyanohydroxyamine ethyl-acetate